sulfur hexafluorophosphate salt F[P-](F)(F)(F)(F)F.[S+2].F[P-](F)(F)(F)(F)F